(5-(2-chloroacetamido)-2-methylpyridin-3-yl)-2-(1-(2-methoxyethyl)-1H-pyrazol-4-yl)pyrazolo[5,1-b]Thiazole-7-carboxamide ClCC(=O)NC=1C=C(C(=NC1)C)C=1N2C(SC1C=1C=NN(C1)CCOC)=C(C=N2)C(=O)N